9-chloro-1-phenyl-1H-phenanthro[3,4-d]imidazole ClC=1C=CC=2C3=C(C=CC2C1)C=CC=1N=CN(C13)C1=CC=CC=C1